2-(1-ethyl-4-piperidyl)-7-fluoro-5-(7-fluoro-2-methyl-indazol-5-yl)indazole C(C)N1CCC(CC1)N1N=C2C(=CC(=CC2=C1)C1=CC2=CN(N=C2C(=C1)F)C)F